[(2S,3R-4S,5R,6R)-4,5-diacetoxy-6-bromo-2-(fluoromethyl)tetrahydropyran-3-yl]acetate C(C)(=O)O[C@H]1[C@H]([C@H](O[C@@H]([C@@H]1OC(C)=O)Br)CF)CC(=O)[O-]